(2,6-bis(piperidin-1-ylmethyl)pyridin) bromid [Br-].N1(CCCCC1)CC1=NC(=CC=C1)CN1CCCCC1